ClC=1C=C(CN2N=NC(=C2)C=2C=C(C=CC2)C2=NC3=CC(=C(C=C3C(=N2)N)OCCCN2CCOCC2)OC)C=CC1F (3-(1-(3-chloro-4-fluorobenzyl)-1H-1,2,3-triazol-4-yl)phenyl)-7-methoxy-6-(3-morpholinopropoxy)quinazolin-4-amine